ClC1=C(C=C2C=C(N=CC2=C1)NC(=O)C1COC(CC1)(C)C)C1CCN(CC1)C1(COCC1O)C N-(7-chloro-6-(1-(4-hydroxy-3-methyltetrahydrofuran-3-yl)piperidin-4-yl)isoquinolin-3-yl)-6,6-dimethyltetrahydro-2H-pyran-3-carboxamide